2,2,5,5-tetramethyltetrahydrofuran-3-carboxylic acid CC1(OC(CC1C(=O)O)(C)C)C